N-(4-((2-amino-3-chloropyridin-4-yl)oxy)-3-fluorophenyl)-2-Phenylthiazole-5-carboxamide NC1=NC=CC(=C1Cl)OC1=C(C=C(C=C1)NC(=O)C1=CN=C(S1)C1=CC=CC=C1)F